N1(CCCCC1)C(=O)C=1C=NN2C1C=CC=C2C2=CC=C(C(=O)NC1=CC=NC=C1)C=C2 4-(3-(piperidine-1-carbonyl)pyrazolo[1,5-a]pyridin-7-yl)-N-(pyridin-4-yl)benzamide